(Z)-3-(3-(3,5-bis(trifluoromethyl)phenyl)-1H-1,2,4-triazol-1-yl)-1-(2-methylpyrazolidin-1-yl)prop-2-en-1-one FC(C=1C=C(C=C(C1)C(F)(F)F)C1=NN(C=N1)\C=C/C(=O)N1N(CCC1)C)(F)F